C(=O)(O)C1=CC=C(C=C1)CCN(CCC1=C(C=CC=C1)OCC1=C(C=C(C=C1)C1=CC=C(C=C1)C(F)(F)F)Cl)C=1C(=NC=2CCCCC2C1)C(=O)O (5S)-{[2-(4-Carboxyphenyl)ethyl][2-(2-{[3-chloro-4'-(trifluoromethyl)biphenyl-4-yl]methoxy}-phenyl)ethyl]amino}-5,6,7,8-tetrahydroquinoline-2-carboxylic acid